C(=CCCCCCCCCCCCCCCCC)OC([NH+](C)C)OC=CCCCCCCCCCCCCCCCC dioctadecenyloxytrimethylammonium